2-(3-bromophenyl)-1-phenyl-1H-Benzimidazole BrC=1C=C(C=CC1)C1=NC2=C(N1C1=CC=CC=C1)C=CC=C2